5-((2,4-dioxo-3,4-dihydroquinazolin-1(2H)-yl)methyl)-2-fluorobenzoic acid methyl ester COC(C1=C(C=CC(=C1)CN1C(NC(C2=CC=CC=C12)=O)=O)F)=O